t-butyl 2-methylpiperazine-1-carboxylate CC1N(CCNC1)C(=O)OC(C)(C)C